C(CCCCCCCCCCCCCCC)[Si](OC)(OC)OC n-hexadecyltrimethyloxysilane